1-(5-Acetyl-2-hydroxyphenyl)-3-methyl-1-butanone C(C)(=O)C=1C=CC(=C(C1)C(CC(C)C)=O)O